C(C)(C)(C)N1N=C(C=C1C1OCC(C1)=O)NC(=O)C1=CC(=NN1C)COC N-(1-tert-butyl-5-(4-oxotetrahydrofuran-2-yl)-1H-pyrazol-3-yl)-3-(methoxymethyl)-1-methyl-1H-pyrazole-5-carboxamide